(R)-5-methyl-2-(4-((1-methylpiperidin-3-yl)amino)pyrazolo[1,5-d][1,2,4]triazin-7-yl)phenol CC=1C=CC(=C(C1)O)C1=NN=C(C=2N1N=CC2)N[C@H]2CN(CCC2)C